3-(2-aminopyrimidin-5-yl)-9-(1-((6-chloro-2-(1-methyl-5-oxo-4,5-dihydro-1H-1,2,4-triazol-3-yl)pyridin-3-yl)amino)ethyl)-7-methyl-4-(methyl-d3)imidazo[1,5-a]quinazolin-5(4H)-one NC1=NC=C(C=N1)C=1N=CN2C1N(C(C1=CC(=CC(=C21)C(C)NC=2C(=NC(=CC2)Cl)C2=NN(C(N2)=O)C)C)=O)C([2H])([2H])[2H]